6-bromo-2-(4-methoxybenzyl)-1-methyl-1,2-dihydro-3H-indazol-3-one BrC1=CC=C2C(N(N(C2=C1)C)CC1=CC=C(C=C1)OC)=O